4-(3'-(4,6-diphenyl-1,3,5-triazin-2-yl)-[1,1'-biphenyl]-3-yl)-6-phenyl-1,3,5-triazine C1(=CC=CC=C1)C1=NC(=NC(=N1)C1=CC=CC=C1)C=1C=C(C=CC1)C1=CC(=CC=C1)C1=NC=NC(=N1)C1=CC=CC=C1